ClC=1C(=C(C(=CC1)N1N=NN=C1)C=1C=CC(=[N+](C1)[O-])[C@H](C[C@@H]1C(C1)C)N1N=CC(=C1)C1=NC=NN1C(F)F)F |o1:19,21| 5-(3-Chloro-2-fluoro-6-(1H-tetrazol-1-yl)phenyl)-2-((1S*)-1-(4-(1-(difluoromethyl)-1H-1,2,4-triazol-5-yl)-1H-pyrazol-1-yl)-2-((1R*)-2-methylcyclopropyl)ethyl)pyridine 1-oxide